1-Cyclopentyl-8-methoxy-4,5-dihydro-1H-[1,2,3]triazolo[4,5-h]quinazoline C1(CCCC1)N1N=NC=2CCC=3C=NC(=NC3C21)OC